[IH2+].CN1CN(C=C1)CCBr 3-methyl-1-(2-bromoethyl)imidazole iodonium salt